C1(=CC=C(C=C1)CN1C=CC2=C(C=CC(=C12)C(=O)NC1CC2(CCC2)C1)F)C1=CC=CC=C1 (Sa)-6-(1-([1,1'-Biphenyl]-4-ylmethyl)-4-fluoro-1H-indol-7-carboxamido)spiro[3.3]heptan